2-(2,5-difluorophenoxy)-6-[1-(2,2,2-trifluoroethyl)-1H-pyrazolo[3,4-b]pyrazin-6-yl]-6-azaspiro[3.5]nonane FC1=C(OC2CC3(C2)CN(CCC3)C3=CN=C2C(=N3)N(N=C2)CC(F)(F)F)C=C(C=C1)F